3-(benzofuran-2-yl)pyrido[3',2':5,6]pyrimido[1,2-a]indole O1C(=CC2=C1C=CC=C2)C2=CC=1C=NC=3N(C4=CC=CC=C4C3)C1N=C2